2-((2-((3,4-Dimethoxyphenyl)amino)-5-(trifluoromethyl)pyrimidin-4-yl)amino)-N-methoxybenzamide COC=1C=C(C=CC1OC)NC1=NC=C(C(=N1)NC1=C(C(=O)NOC)C=CC=C1)C(F)(F)F